C(#N)COC(C(C)(C)OC(C1=C(C=C(C(=C1)N1C(N(C(=CC1=O)C(F)(F)F)N)=O)F)Br)=O)=O 1-(Cyanomethoxy)-2-methyl-1-oxopropan-2-yl-2-bromo-4-fluoro-5-[3-amino-2,6-dioxo-4-(trifluoromethyl)-3,6-dihydropyrimidin-1(2H)-yl]benzoat